N-(3-chloro-5-((tetrahydro-2H-pyran-4-yl)methyl)phenyl)-1,1-diphenylmethanimine ClC=1C=C(C=C(C1)CC1CCOCC1)N=C(C1=CC=CC=C1)C1=CC=CC=C1